CC1=CSC=2C(OCC3(C21)CC3)CNC 1-(3'-methyl-5'H,7'H-Spiro[cyclopropane-1,4'-thieno[2,3-c]pyran]-7'-yl)-N-methylmethylamine